2-((2-(bis(3-chloro-4-fluorophenyl)methyl)-1H-imidazol-5-yl)sulfonyl)-2,5-diazabicyclo[2.2.1]heptane ClC=1C=C(C=CC1F)C(C=1NC(=CN1)S(=O)(=O)N1C2CNC(C1)C2)C2=CC(=C(C=C2)F)Cl